7,8-diamino-2-(4-((17-azido-3,6,9,12,15-pentaoxaheptadecyl)(methyl)amino)phenyl)-4H-chromen-4-one NC1=CC=C2C(C=C(OC2=C1N)C1=CC=C(C=C1)N(C)CCOCCOCCOCCOCCOCCN=[N+]=[N-])=O